C1(CC1)C1=CNC2=NC=CC(=C21)OC2=C(C=C(C=C2F)NC=2OC[C@](CN2)(F)CO)F |r| (+/-)-[2-({4-[(3-cyclopropyl-1H-pyrrolo[2,3-b]pyridin-4-yl)oxy]-3,5-difluorophenyl}amino)-5-fluoro-5,6-dihydro-4H-1,3-oxazin-5-yl]methanol